tert-butyl 5-[4-[2-[[4-[(dimethylamino) methyl]phenyl] sulfonylamino]-2-oxoethyl]-3,5-di(propan-2-yl)phenyl]indole-1-carboxylate CN(C)CC1=CC=C(C=C1)S(=O)(=O)NC(CC1=C(C=C(C=C1C(C)C)C=1C=C2C=CN(C2=CC1)C(=O)OC(C)(C)C)C(C)C)=O